methyl 5-((2-((S)-2-((S)-2-((S)-2-amino-3-methylbutanamido)-3-methylbutanamido)-3-methylbutanamido)ethyl)carbamoyl)-4-methyl-2-(2-(m-tolyl)butanamido)thiophene-3-carboxylate N[C@H](C(=O)N[C@H](C(=O)N[C@H](C(=O)NCCNC(=O)C1=C(C(=C(S1)NC(C(CC)C=1C=C(C=CC1)C)=O)C(=O)OC)C)C(C)C)C(C)C)C(C)C